4-((3-chloro-4-fluorophenyl)amino)-7-fluoro-N-hydroxy-1H-indole-2-carboxamide ClC=1C=C(C=CC1F)NC1=C2C=C(NC2=C(C=C1)F)C(=O)NO